(3S)-3-aminopyrrolidine-1-carbonitrile N[C@@H]1CN(CC1)C#N